[N].[Fe].[Ni] nickel-iron nitrogen